N-(3,5-dichlorophenyl)octanamide ClC=1C=C(C=C(C1)Cl)NC(CCCCCCC)=O